C(C)(C)(C)OC(=O)N1C(N([C@@H](C1)C(N(C)C1=C(C(=C(C=C1)F)Cl)F)=O)C1=CC(=C2C(=N1)C=CC2)C(F)(F)F)=O.C(CCC)OC(C2=CC=C(C=C2)C2=CC=CC=C2)OCCCC 4'-dibutoxymethyl-biphenyl (S)-tert-butyl-4-((3-chloro-2,4-difluorophenyl)(methyl)carbamoyl)-2-oxo-3-(4-(trifluoromethyl)-5H-cyclopenta[b]pyridin-2-yl)imidazolidine-1-carboxylate